(R)-N-(2-hydroxy-1-phenylethyl)-2,2-dimethylbutyramide OC[C@@H](C1=CC=CC=C1)NC(C(CC)(C)C)=O